6-((4-((6-(heptadecan-9-yloxy)-6-oxohexyl)(2-hydroxyethyl)amino)butyl)amino)hexanoic acid heptadecan-9-yl ester CCCCCCCCC(CCCCCCCC)OC(CCCCCNCCCCN(CCO)CCCCCC(=O)OC(CCCCCCCC)CCCCCCCC)=O